ClC1=C(N=C(NC1=O)C1=C(N=CS1)C)N1CC(CCC1)(F)F 5-chloro-4-(3,3-difluoro-1-piperidinyl)-2-(4-methylthiazol-5-yl)-1H-pyrimidin-6-one